N1(CCC1)C(CC1=C(C=2C=3CCCOC3C(=C(C2OC1=O)C=O)O)C)=O 2-(2-(azetidin-1-yl)-2-oxoethyl)-6-hydroxy-1-methyl-3-oxo-3,8,9,10-tetrahydropyrano[3,2-f]Chromen-5-carbaldehyde